C1(CC1)C1=NN(C=C1)C(C)OCC 3-cyclopropyl-1-(1-ethoxyethyl)-1H-pyrazole